methyl-1-(2-(tetrahydrofuran-3-yl)ethyl)-1H-pyrrole CC=1N(C=CC1)CCC1COCC1